4-[2-fluoro-5-[[6-oxo-4-(trifluoromethyl)-1H-pyridine-3-carbonyl]amino]-4-[(3R,5S)-3,4,5-trimethylpiperazin-1-yl]phenyl]-2,3,6,7-tetrahydroazepine-1-carboxylic acid FC1=C(C=C(C(=C1)N1C[C@H](N([C@H](C1)C)C)C)NC(=O)C1=CNC(C=C1C(F)(F)F)=O)C=1CCN(CCC1)C(=O)O